(R)-(2-(5-(1-((6-((5-(2-(dimethylamino)-2-oxoethyl)-6-methoxypyridin-3-yl)(Methyl)amino)-2-methylquinazolin-4-yl)amino)ethyl)thiophen-2-yl)benzyl)(methyl)benzyl carbamate C(N)(O[C@](C1=CC=CC=C1)(C)CC1=C(C=CC=C1)C=1SC(=CC1)C(C)NC1=NC(=NC2=CC=C(C=C12)N(C)C=1C=NC(=C(C1)CC(=O)N(C)C)OC)C)=O